C(C)(C)(C)OC(=O)N[C@@H](C)C1=CC=C(C=C1)C1=C(N=CS1)NC(OC(C)(C)C)=O tert-butyl N-[5-[4-[(1S)-1-(tert-butoxycarbonylamino)ethyl]phenyl]thiazol-4-yl]carbamate